COCCN(C=1N=C(C=2N=C(N=C(C2N1)N1CC(N(CC1)C)=O)N(CCN1CCCCC1)CC)N1CCC(CC1)OC)CCOC 4-(6-(bis(2-methoxyethyl)amino)-2-(ethyl(2-(piperidin-1-yl)ethyl)amino)-8-(4-methoxypiperidin-1-yl)pyrimido[5,4-d]pyrimidin-4-yl)-1-methylpiperazin-2-one